N=1N=CN2N=C(C=CC21)C(CC2=CC=C(C(=O)O)C=C2)N2CCNCC2 4-{[1,2,4]triazolo[4,3-b]pyridazin-6-yl{piperazin-1-yl}ethyl}benzoic acid